C(CC(=O)OCC)(=O)OC(C)C(=CC(C)C)C 3,5-DIMETHYLHEX-3-EN-2-YL ETHYL MALONATE